The molecule is a limonoid with a phragmalin skeleton isolated from the leaves of Trichilia connaroides. It has a role as a plant metabolite. It is a delta-lactone, an acetate ester, a bridged compound, a member of furans, a limonoid, an organic heteropentacyclic compound, an enoate ester and a methyl ester. It derives from a methacrylic acid. CC(=C)C(=O)O[C@H]1[C@@]2(C[C@@]3([C@]1(CC4=C([C@@]3([C@H]2CC(=O)OC)C)CC[C@@]5(C4=C(C(=O)O[C@H]5C6=COC=C6)O)C)OC(=O)C)OC(=O)C)C